C(CCCCC)C(CCCCCC)N1CCN(CC1)C(=O)OC(C)(C)C tert-butyl 4-(1-hexylheptyl)piperazine-1-carboxylate